6-(4-amino-4-methylpiperidin-1-yl)-5-methyl-3-(pyrimidin-5-ylethynyl)-1,5-dihydro-4H-pyrazolo[3,4-d]pyrimidin-4-one NC1(CCN(CC1)C=1N(C(C2=C(N1)NN=C2C#CC=2C=NC=NC2)=O)C)C